FC=1C=C(C=NC1)NC(=O)C=1C=C2C(=NC1)NC=C2C2=CC=1N(C=C2)N=CC1C(NC1CCN(CC1)C)=O N-(5-fluoropyridin-3-yl)-3-(3-((1-methylpiperidin-4-yl)carbamoyl)pyrazolo[1,5-a]pyridin-5-yl)-1H-pyrrolo[2,3-b]pyridine-5-carboxamide